ClC=1C(=NC(=NC1)NC1=CC(=C(C=C1OC)C1CCN(CC1)CCCCCC#CC1=C2CN(C(C2=CC=C1)=O)C1C(NC(CC1)=O)=O)C)NC1=C(C=CC=C1)S(=O)(=O)C(C)C 3-(4-(7-(4-(4-((5-chloro-4-((2-(isopropylsulfonyl)phenyl)amino)pyrimidin-2-yl)amino)-5-methoxy-2-methylphenyl)piperidin-1-yl)hept-1-yn-1-yl)-1-oxoisoindolin-2-yl)piperidine-2,6-dione